NC1=NC(=C(C(=N1)N[C@H](CCO)CCC)CC1=C(C=C(C=C1)CN(CC(=O)OC(C)(C)C)CC(F)(F)F)OC)C tert-butyl N-({4-[(2-amino-4-{[(3S)-1-hydroxyhexan-3-yl]amino}-6-methyl pyrimidin-5-yl)methyl]-3-methoxyphenyl}methyl)-N-(2,2,2-trifluoroethyl)glycinate